triethylene glycol bis(aminopropyl) ether NCCCOCCOCCOCCOCCCN